(R)-3-(8-(3-fluorophenyl)-6-azaspiro[3.4]octane-6-carbonyl)-1,2,4-oxadiazol-5(4H)-one FC=1C=C(C=CC1)[C@H]1CN(CC12CCC2)C(=O)C2=NOC(N2)=O